[N+](=O)([O-])C1=C(C=CC=C1)[C@H]1[C@@H](OC(O1)C)CO ((4S,5S)-5-(2-nitrophenyl)-2-methyl-1,3-dioxolan-4-yl)methanol